C1(=CC=CC=C1)C(ONC(CCCCCCC)=O)(C1=CC=CC=C1)C1=CC=CC=C1 N-(triphenylmethoxy)octanamide